BrC1=CC2=C(N=C3[C@@H](N=C2C2=NC=CC=C2)CCC(N3CC(C)=O)=O)C=C1 (S)-8-bromo-1-(2-oxopropyl)-6-(pyridin-2-yl)-1,3,4,4a-tetrahydro-2H-benzo[e]pyrido[3,2-b][1,4]diazepin-2-one